[C@H]1([C@H](O)[C@@H](O)[C@H](O)CO1)F α-D-Xylosyl fluoride